2-(dimethylaminoethyl) benzoate CN(C)CCOC(=O)C1=CC=CC=C1